3-(4-iodo-1-(1-(tetrahydro-2H-pyran-2-yl)-1H-pyrazol-3-yl)-1H-pyrazolo[3,4-b]pyridine-6-yl)-8-oxa-3-azabicyclo[3.2.1]octane IC1=C2C(=NC(=C1)N1CC3CCC(C1)O3)N(N=C2)C2=NN(C=C2)C2OCCCC2